3-[[3-[[4-(Trifluoromethyl)benzoyl]amino]phenyl]methoxy]-L-aspartic acid FC(C1=CC=C(C(=O)NC=2C=C(C=CC2)COC([C@H](N)C(=O)O)C(=O)O)C=C1)(F)F